3',6'-bis(dibenzo[b,d]furan-2-yl)-5'-(2,6-dimethylpyridin-4-yl)-4,4''-bis(3-phenyl-9H-carbazol-9-yl)-[1,1':2',1''-terphenyl]-4'-carbonitrile C1=C(C=CC=2OC3=C(C21)C=CC=C3)C3=C(C(=C(C(=C3C#N)C3=CC(=NC(=C3)C)C)C3=CC2=C(OC1=C2C=CC=C1)C=C3)C3=CC=C(C=C3)N3C1=CC=CC=C1C=1C=C(C=CC31)C3=CC=CC=C3)C3=CC=C(C=C3)N3C1=CC=CC=C1C=1C=C(C=CC31)C3=CC=CC=C3